Cl.Cl.CC1N(CCNC1)S(=O)(=O)C1=C2C=CN=CC2=CC=C1 5-(2-methylpiperazin-1-yl)sulfonylisoquinoline dihydrochloride